C1(=CC=CC=2C3=CC=CC=C3CC12)COC1=NC(SC1)=O fluorenylmethoxythiazolinone